trifluoromethanesulfonic acid (6-chloro-1-methyl-2-oxo-1,5-naphthyridin-4-yl) ester ClC=1N=C2C(=CC(N(C2=CC1)C)=O)OS(=O)(=O)C(F)(F)F